ClC=1C=CC(=C(C1)[C@@H]1[C@H](C1)C(=O)N)[N+](=O)[O-] |r| rac-(1S*,2S*)-2-(5-chloro-2-nitrophenyl)cyclopropane-1-carboxamide